(2S)-2-{1-[(3S)-1-[(2E)-4-(3-fluoroazetidin-1-yl)-4-oxobut-2-en-1-yl]pyrrolidin-3-yl]-N-methylformamido}-3-methylbutanoic acid FC1CN(C1)C(/C=C/CN1C[C@H](CC1)C(=O)N(C)[C@H](C(=O)O)C(C)C)=O